C1N(CCC2=CC=CC=C12)[C@H]1[C@@H](CN(CC1)C1=NC=NC(=C1)NC1=C(C=NC=C1)OC)O trans-4-(3,4-dihydroisoquinolin-2(1H)-yl)-1-(6-((3-Methoxypyridin-4-yl)amino)pyrimidin-4-yl)piperidin-3-ol